C1(CC1)C1=CN=C(O1)NC1=NC(=NN2C1=C(C(=C2)C2=NN(C=C2)C(C)C)C)C=2N(C=CN2)C 5-Cyclopropyl-N-(6-(1-isopropyl-1H-pyrazol-3-yl)-5-methyl-2-(1-methyl-1H-imidazol-2-yl)pyrrolo[2,1-f][1,2,4]triazin-4-yl)oxazol-2-amine